C(C)(C)(C)OC(=O)N[C@@H]1C2=C(OC13CCN(CC3)CC(=O)O)C=CC=C2 (R)-3-((tert-butoxycarbonyl)amino)-3H-spiro[benzofuran-2,4'-piperidine]acetic acid